C1=CC(=CC=C1C(=O)NCC(=O)O)[18F] p-18F-fluorohippurate